2-[6-amino-5-[8-[2-[3-(6-azabicyclo[3.2.0]heptan-6-yl)prop-1-ynyl]-4-pyridinyl]-3,8-diazabicyclo[3.2.1]oct-3-yl]pyridazin-3-yl]phenol NC1=C(C=C(N=N1)C1=C(C=CC=C1)O)N1CC2CCC(C1)N2C2=CC(=NC=C2)C#CCN2C1CCCC1C2